C(C)(=O)N1CCN(CC1)CC=1C=C(C=CC1)C1=C(C=2C(=NC=CC2)N1)C=1C=CC(=C(C1)NC(C=C)=O)C N-(5-(2-(3-((4-acetylpiperazin-1-yl)methyl)phenyl)-1H-pyrrolo[2,3-b]pyridin-3-yl)-2-methylphenyl)acrylamide